CC1(OC=2C=C(C=C(C2C2=C1C=CC(=C2)C)O)C=CCCC)C 6,6,9-Trimethyl-3-pent-1-enylbenzo[c]chromen-1-ol